tert-Butyl 4-[4-[3-cyano-4-[2-methoxy-1-[5-(trifluoromethyl)-3-pyridyl]ethoxy]-pyrazolo[1,5-a]pyridin-6-yl]-5-methyl-triazol-1-yl]piperidine-1-carboxylate C(#N)C=1C=NN2C1C(=CC(=C2)C=2N=NN(C2C)C2CCN(CC2)C(=O)OC(C)(C)C)OC(COC)C=2C=NC=C(C2)C(F)(F)F